C1=C(C=CC2=CC=CC=C12)C(=O)C=C 2-naphthylvinyl ketone